ClC1=C(C=C(C(=O)NC)C=C1)C=1N(C2=NC=NC(=C2N1)OC1(CC1)C)CC1=NC=CC(=C1)C 4-chloro-N-methyl-3-(6-(1-methylcyclopropoxy)-9-((4-methylpyridin-2-yl)methyl)-9H-purin-8-yl)benzamide